FC1(CN(C1)C1=NC=CC=C1C1=NC=C2NC(N(C2=N1)CC1=CC=C(C=C1)C=1N(C=C(N1)C(F)(F)F)C)=O)F 2-(2-(3,3-difluoroazetidin-1-yl)pyridin-3-yl)-9-(4-(1-methyl-4-(trifluoromethyl)-1H-imidazol-2-yl)benzyl)-7,9-dihydro-8H-purin-8-one